3-amino-1-(11,12-didehydrodibenz[b,f]azocine-5(6H)-yl)-1-propanol NCCC(O)N1C2=C(C#CC3=C(C1)C=CC=C3)C=CC=C2